N(C(=O)C)C=1C=C(C(=O)O)C=C(C1)NC(=O)C 3,5-diacetaminobenzoic acid